FC1=C2C(=NNC(C2=CC=C1C(F)(F)F)=O)C(C)C 5-fluoro-4-isopropyl-6-(trifluoromethyl)phthalazin-1(2H)-one